ClC1=C(C(=CC(=C1)I)Cl)O 2,6-dichloro-4-iodophenol